(R)-N-(1-cyclopropyl-2-carbonylazetidin-3-yl)-8-(methylamino)-6-((2-carbonyl-2H-[1,2'-bipyridine]-3-yl)amino)imidazo[1,2-b]pyridazine-3-carboxamide C1(CC1)N1C([C@@H](C1)NC(=O)C1=CN=C2N1N=C(C=C2NC)NC=2C(N(C=CC2)C2=NC=CC=C2)=C=O)=C=O